COC(C#CCCOS(=O)(=O)C1=CC=C(C)C=C1)OC 1,1-dimethoxy-5-(p-toluenesulfonyloxy)-2-pentyne